C(C1=CC=CC=C1)N1C(NC2=C1C=CC(=C2)CC)=O benzyl-5-ethyl-1,3-dihydro-2H-benzo[d]imidazol-2-one